OC=1C=C2CC[C@H]([C@H](C2=CC1)C1=CC=C(C=C1)N1CCC(CC1)N1CCN(CC1)CC=1C=C(C=CC1)N1C(NC(CC1)=O)=O)C1=CC=CC=C1 1-(3-((4-(1-(4-((1S,2R)-6-hydroxy-2-phenyl-1,2,3,4-tetrahydronaphthalen-1-yl)phenyl)piperidin-4-yl)piperazin-1-yl)methyl)phenyl)dihydropyrimidine-2,4(1H,3H)-dione